1-(3-fluoro-4-(((1-(4-(6-hydroxy-2-phenyl-1,2,3,4-tetrahydronaphthalen-1-yl)phenyl)piperidin-4-yl)(methyl)amino)methyl)phenyl)dihydropyrimidine-2,4(1H,3H)-dione FC=1C=C(C=CC1CN(C)C1CCN(CC1)C1=CC=C(C=C1)C1C(CCC2=CC(=CC=C12)O)C1=CC=CC=C1)N1C(NC(CC1)=O)=O